tert-butyl (2S)-3-(5-bromo-1-methyl-1,2,4-triazol-3-yl)-2-[(diphenylmethylidene)amino]propanoate BrC1=NC(=NN1C)C[C@@H](C(=O)OC(C)(C)C)N=C(C1=CC=CC=C1)C1=CC=CC=C1